C(C)(C)C1N2C(C3=CC(=C(C=C3C1)OCCCOC)C(=O)OC(C(F)(F)F)(C)C)=CC(C(=C2)C(=O)O)=O 6-isopropyl-9-(3-methoxypropoxy)-2-oxo-10-(((1,1,1-trifluoro-2-methylpropan-2-yl)oxy)carbonyl)-6,7-dihydro-2H-pyrido[2,1-a]isoquinoline-3-carboxylic acid